1-(trans-4-cyanotetrahydro-2H-pyran-3-yl)-3-((2-hydroxy-5-methyl-2H-benzo[e][1,2]oxaborinin-6-yl)amino)-1H-pyrazole-4-carboxamide C(#N)[C@H]1[C@@H](COCC1)N1N=C(C(=C1)C(=O)N)NC=1C=CC2=C(C=CB(O2)O)C1C